C(C1=CC=CC=C1)NC1=C(C=C(C=C1)S(=O)(=O)NC)C=1N=NNN1 4-(benzylamino)-N-methyl-3-(2H-tetrazol-5-yl)benzenesulfonamide